2,2-dihydroxymethylpropane OCC(C)(C)CO